COC=1C(=CC2=CN(N=C2C1)[C@H]1[C@@H](CC(CC1)N(C(C)=O)C)C)C(=O)NC=1C(N(C=CC1)C)=O 6-Methoxy-N-(1-methyl-2-oxo-1,2-dihydropyridin-3-yl)-2-((1R,2R)-2-methyl-4-(N-methylacetamido)cyclohexyl)-2H-indazole-5-carboxamide